ClC=1C=C(C(=NC1)OC)S(=O)(=O)NC1=C(C(=C(C=C1)F)C1=CC=C2C(=NNC2=C1F)C1=NC=CC=C1)F 5-chloro-N-(2,4-difluoro-3-(7-fluoro-3-(pyridin-2-yl)-1H-indazol-6-yl)phenyl)-2-methoxypyridine-3-sulfonamide